Tert-Butyl 6-[[5-(trifluoromethyl)pyrazin-2-yl]methyl]-2-azaspiro[3.3]heptane-2-carboxylate FC(C=1N=CC(=NC1)CC1CC2(CN(C2)C(=O)OC(C)(C)C)C1)(F)F